2-(3-chloro-2-pyridinyl)-5-(cyanomethyl)pyrazole-3-carboxylic acid ClC=1C(=NC=CC1)N1N=C(C=C1C(=O)O)CC#N